C1(=CC=CC=C1)CCNC(=O)N 1-(phenylethyl)urea